6'-[4-(hydroxymethyl)piperidin-1-yl]-1,3-dihydro-[3,3'-bipyridin]-2,6-dione OCC1CCN(CC1)C1=CC=C(C=N1)C1C(NC(C=C1)=O)=O